1-(1H-pyrazol-4-yl)dihydropyrimidine-2,4(1H,3H)-dione N1N=CC(=C1)N1C(NC(CC1)=O)=O